ClCC(=O)NC[C@@H]1[C@@H]([C@H]([C@H]2OC(OC[C@H]2O1)(C)C)N1N=NC(=C1)C1=CC(=C(C(=C1)F)F)F)OC 2-chloro-N-(((4aR,6R,7R,8R,8aR)-7-methoxy-2,2-dimethyl-8-(4-(3,4,5-trifluorophenyl)-1H-1,2,3-triazol-1-yl)hexahydropyrano[3,2-d][1,3]dioxin-6-yl)methyl)acetamide